ClC1=CC(=C(C=C1)NC=1C(=C(C=NC1)CO)C)F {5-[(4-chloro-2-fluorophenyl)amino]-4-methylpyridin-3-yl}methanol